BrC=1C=CC=C2CC(C(C12)=O)C 7-bromo-2-methyl-2,3-dihydro-1H-inden-1-one